FC(OC1=CC(=CC=2C=COC21)C(=O)O)F 7-(difluoromethoxy)benzofuran-5-carboxylic acid